FC=1C(=CC2=C(N(C=N2)C)C1)C#CC1=NN(C(=C1C(=O)N)NC)[C@@H]1CN([C@H](C1)COC)C(C=C)=O 3-[2-(6-fluoro-1-methyl-1,3-benzodiazol-5-yl)ethynyl]-1-[(3S,5R)-5-(methoxymethyl)-1-(prop-2-enoyl)pyrrolidin-3-yl]-5-(methylamino)pyrazole-4-carboxamide